hexdiene C=CC=CCC